CS(=O)(=O)OCCCN(S(=O)(=O)C1=C(C=C(C(=C1)F)NC1=NN2C=NC(=C(C2=N1)OC(C)C)C=1C=NN(C1)C(C)OCC)C)C 3-[N-methyl-4-({7-[1-(1-ethoxyethyl)pyrazol-4-yl]-8-isopropoxy-[1,2,4]triazolo[1,5-c]pyrimidin-2-yl}amino)-5-fluoro-2-methylbenzenesulfonamido]propyl methanesulfonate